2'-((ethane-1,1-diylbis(4-methyl-2,1-phenylene))bis(oxy))diacetic acid amide C(C)(C1=C(C=CC(=C1)C)OCC(=O)N)C1=C(C=CC(=C1)C)OCC(=O)N